2-(2,6-dimethylpyridin-4-yl)-3-isopropyl-5-(1-(pyridin-3-ylmethyl)piperidin-4-yl)-1H-indole CC1=NC(=CC(=C1)C=1NC2=CC=C(C=C2C1C(C)C)C1CCN(CC1)CC=1C=NC=CC1)C